N12CC(C(CC1)CC2)N(C(O)=O)[C@H]2C(CC1=CC=C(C=C21)C2=CC(=CC=C2)C(F)(F)F)(C)C.BrCC=2C=C(C=CC2OC)C21CC3CC(CC(C2)C3)C1 1-(3-(bromomethyl)-4-methoxyphenyl)adamantane (S)-quinuclidin-3-yl-(2,2-dimethyl-6-(3-(trifluoromethyl)phenyl)-2,3-dihydro-1H-inden-1-yl)carbamat